1-(5-tert-butyl-isoxazol-3-yl)-4-ethoxy-5-hydroxy-3-methyl-imidazolidin-2-one C(C)(C)(C)C1=CC(=NO1)N1C(N(C(C1O)OCC)C)=O